4-[(2-methoxy-4-{6-oxo-2H,4H,5H,6H,7H-pyrazolo[3,4-b]pyridin-4-yl}phenoxy)methyl]-3-(trifluoromethyl)benzoic acid methyl ester COC(C1=CC(=C(C=C1)COC1=C(C=C(C=C1)C1C=2C(NC(C1)=O)=NNC2)OC)C(F)(F)F)=O